(S)-N-(3-cyclopropyl-1H-pyrazol-5-yl)-2-(1-(6-methoxypyridin-2-yl)-1H-pyrazol-4-yl)propanamide 3,4-dimercaptobutanesulfonate SC(CCS(=O)(=O)O)CS.C1(CC1)C1=NNC(=C1)NC([C@@H](C)C=1C=NN(C1)C1=NC(=CC=C1)OC)=O